4-bromo-1-(difluoromethyl)pyridin-2(1H)-one BrC1=CC(N(C=C1)C(F)F)=O